C1(CC1)N1CCN(CC1)C1CCN(CC1)C1=C(C=C(C(=C1)OC)NC1=NC=NC(=C1)N1OCC[C@@H]1C1=CC(=CC(=C1)C=1C=NN(C1)C)F)NC(C=C)=O (R)-N-(2-(4-(4-cyclopropylpiperazin-1-yl)piperidin-1-yl)-5-((6-(3-(3-fluoro-5-(1-methyl-1H-pyrazol-4-yl)phenyl)-isoxazolidin-2-yl)-pyrimidin-4-yl)-amino)-4-methoxy-phenyl)acrylamide